FC=1C=C(C=C(C1)F)C1=NOC(C1)(OC)C(=O)N[C@H]1C=C[C@H](C1)C(=O)OCC ethyl (1S,4R)-4-[[[3-(3,5-difluorophenyl)-5-methoxy-4H-1,2-oxazol-5-yl]carbonyl]amino]cyclopent-2-en-1-carboxylate